ClC1=C(C=C(OC2=CC=C(C=C2)S(=O)(=O)N(CC(C)C)C=2C=C(C(=O)O)C=CC2)C=C1C)C 3-(4-(4-chloro-3,5-dimethylphenoxy)-N-isobutylphenylsulfonamido)benzoic acid